Cl.NCC1(CC1)CN(C)C 1-(1-(aminomethyl)cyclopropyl)-N,N-dimethylmethanamine hydrochloride